C(C)(=O)N(C(C(=O)NCC(=O)O)C(C)C)C1=CC(=CC=C1)C(F)(F)F {2-[acetyl-(3-trifluoromethylphenyl)amino]-3-methylbutyrylamino}acetic acid